5-carboxyphthalide C(=O)(O)C=1C=C2COC(=O)C2=CC1